BrC/C=C(/CC/C=C(/CC/C=C(/COCC=C(C)C)\C)\C)\C (2E,6E,10E)-12-bromo-2,6,10-trimethyl-1-[(3-methylbut-2-en-1-yl)oxy]dodeca-2,6,10-triene